N[C@H]1CN(CCC1)C(=O)C=1NC2=CC=C(C(=C2C1Cl)Cl)F (R)-(3-aminopiperidin-1-yl)(3,4-dichloro-5-fluoro-1H-indol-2-yl)methanone